O=C1N(C(C2=CC=CC=C12)=O)CC#CC1=C(C(=O)OC)C=CC(=C1)C(=O)N1CCNCC1 methyl 2-(3-(1,3-dioxoisoindolin-2-yl)prop-1-yn-1-yl)-4-(piperazine-1-carbonyl)benzoate